Ethyl 3-(furan-3-ylamino)-3-oxopropanoate O1C=C(C=C1)NC(CC(=O)OCC)=O